C(#N)C=1N=CC(=NC1)NC1=CC(=C(N=N1)C(=O)NC)NCCC1NCCC1 6-(5-cyanopyrazin-2-ylamino)-N-methyl-4-(2-(pyrrolidin-2-yl)ethylamino)pyridazine-3-carboxamide